(16-Bromohexadecyl)-triphenylphosphonium BrCCCCCCCCCCCCCCCC[P+](C1=CC=CC=C1)(C1=CC=CC=C1)C1=CC=CC=C1